3-(4-iodophenyl)-8-(3-((methylsulfonyl) oxy) propyl)-8-azabicyclo[3.2.1]octane-2-carboxylate IC1=CC=C(C=C1)C1C(C2CCC(C1)N2CCCOS(=O)(=O)C)C(=O)[O-]